(R)-2-(N-[4-Amino-5-[4-(difluoromethoxy)benzoyl]thiazol-2-yl]-4-chloro-2-fluoroanilino)propanamid NC=1N=C(SC1C(C1=CC=C(C=C1)OC(F)F)=O)N(C1=C(C=C(C=C1)Cl)F)[C@@H](C(=O)N)C